ClC1=C(C(=C(C=C1)[N+](=O)[O-])Cl)[N+](=O)[O-] 1,3-dichloro-2,4-dinitrobenzene